2-[1-(4-chlorophenyl)-2-{2-[(2,3-dihydro-1H-inden-2-yl)amino]pyrimidin-5-yl}1H-imidazol-4-yl]-1-(1H,4H,5H,6H,7H-[1,2,3]triazolo[4,5-c]pyridin-5-yl)ethan-1-one ClC1=CC=C(C=C1)N1C(=NC(=C1)CC(=O)N1CC2=C(CC1)NN=N2)C=2C=NC(=NC2)NC2CC1=CC=CC=C1C2